CC1=C(OC=2CCC3=CN(N=C3C21)CCC2=NC=CC=C2)C(=O)OCC ethyl 8-methyl-2-[2-(pyridin-2-yl) ethyl]-4,5-dihydro-2H-furo[2,3-g]indazole-7-carboxylate